2-(trideuteriomethyl)pyrazole-3-carboxamide [2H]C(N1N=CC=C1C(=O)N)([2H])[2H]